2-chloro-N-(2-ethyl-6-methylphenyl)-N-(2-methoxy-1-methylethyl)acetamide ClCC(=O)N(C(COC)C)C1=C(C=CC=C1C)CC